7-fluoro-1-methyl-2,3-dihydro-1H-isoindole FC=1C=CC=C2CNC(C12)C